C1(CCCCC1)C[C@@H](C(N[C@@H](CCC(N(CCOCCOCC)C)=O)C(O)P(=O)(OCC)OCC)=O)NC(OCC1=CC(=CC=C1)Cl)=O 3-Chlorobenzyl ((13S,16S)-17-cyclohexyl-13-((diethoxyphosphoryl)(hydroxy)methyl)-9-methyl-10,15-dioxo-3,6-dioxa-9,14-diazaheptadecan-16-yl)carbamate